C(N)(=O)C1=C(OC2CCN(CC2)C(CNC(=O)C2=NNC(=C2)C2=CC=CC=C2)=O)C=CC=C1 5-Phenyl-1H-pyrazole-3-carboxylic acid {2-[4-(2-carbamoyl-phenoxy)-piperidin-1-yl]-2-oxo-ethyl}-amide